ferrocene dichloride palladium [Pd+2].[Cl-].[Cl-].[CH-]1C=CC=C1.[CH-]1C=CC=C1.[Fe+2]